4-hydroxy-4,7-dimethyl-1-tetralone OC1(CCC(C2=CC(=CC=C12)C)=O)C